L-Proline Sodium pyruvate C(C(=O)C)(=O)[O-].[Na+].N1[C@@H](CCC1)C(=O)O